acryloxyoctadecyltriiodosilane C(C=C)(=O)OCCCCCCCCCCCCCCCCCC[Si](I)(I)I